OP(O)(=O)OP(=O)([O-])[O-].[Na+].[Na+] disodium dihydrogen pyrophosphate salt